S1C2=C(C=C1)C(=CC=C2)N2CCN(CC2)CCCCOC2=CC=C1C=CC(N(C1=C2)C(CCCCCCC\C=C/C\C=C/C\C=C/CC)=O)=O 7-(4-(4-(benzo[b]thiophen-4-yl)piperazin-1-yl)butoxy)-1-(9Z,12Z,15Z)-octadeca-9,12,15-trienoylquinolin-2(1H)-one